C(C)(C)C1=NN(C(C=2N1C=C(C2)C(=O)NC)=O)CC(NC2=NC=NC=C2)=O 4-Isopropyl-N-Methyl-1-Oxo-2-(2-Oxo-2-(Pyrimidin-4-Ylamino)Ethyl)-1,2-Dihydropyrrolo[1,2-d][1,2,4]Triazine-7-Carboxamide